C(C)(=O)SCCCN(C(=O)OC(C)(C)C)C1=NON=C1C1=NOC(N1C1=CC(=C(C=C1)F)Br)=O S-(3-((4-(4-(3-bromo-4-fluorophenyl)-5-oxo-4,5-dihydro-1,2,4-oxadiazol-3-yl)-1,2,5-oxadiazol-3-yl) (tert-butoxycarbonyl) amino) propyl) thioacetate